C(C)(C)(C)OC(=O)N1CCC(CC1)S(=O)(=O)C1=NC2=CC(=NC=C2C=C1)NC1=C(C=C(C=C1)N1N=C(C=C1)CO)F 4-[7-([2-fluoro-4-[3-(hydroxymethyl)pyrazol-1-yl]phenyl]amino)-1,6-naphthyridin-2-ylsulfonyl]piperidine-1-carboxylic acid tert-butyl ester